BrC=1C(N(C(=CC1OCC1=C(C=C(C=C1)F)F)C)C1=C(C=CC=C1C)C)=O 3-bromo-4-[(2,4-difluorobenzyl)oxy]-1-(2,6-dimethylphenyl)-6-methylpyridin-2(1H)-one